3,3,5,5-tetrachlorodiphenyldisulfide C1CC(CCC1N)N